1,3-Dithietan S1CSC1